CN(C(C(=O)C1=CC=C(C=C1)N1CCOCC1)(CC)CC1=CC=C(C=C1)C)C 2-Dimethylamino-2-(4-methyl-benzyl)-1-(4'-morpholin-4-yl-phenyl)-butan-1-on